N-Allyl-N-[[4-[5-(trifluoromethyl)-1,2,4-oxadiazol-3-yl]phenyl]methyl]acetamide C(C=C)N(C(C)=O)CC1=CC=C(C=C1)C1=NOC(=N1)C(F)(F)F